C(#N)/C(/C(=O)O)=C\C1=CN(C2=NC=CC=C21)CC2=C(C=CC(=C2)C(F)(F)F)OC (E)-2-cyano-3-(1-(2-methoxy-5-(trifluoromethyl)benzyl)-1H-pyrrolo[2,3-b]pyridin-3-yl)acrylic acid